OC1=C(C=C(C=C1C(C)(C)C)C(C)(C)C)N1N=C2C(=N1)C=CC(=C2C2=CC=CC=C2C(=O)C2=CC=CC=C2)Cl 2-(2'-hydroxy-3',5'-di-t-butylphenyl)-5-chlorobenzotriazolebenzophenone